6-{2-hydroxy-1-[(2R)-2-(hydroxymethyl)pyrrolidin-1-yl]propan-2-yl}-3-methoxy-2,3-dihydro-1H-isoindol-1-one OC(CN1[C@H](CCC1)CO)(C)C1=CC=C2C(NC(C2=C1)=O)OC